2,6-bis(4'-dimethylaminobenzylidene)-4-methylcyclohexanone CN(C1=CC=C(C=C2C(C(CC(C2)C)=CC2=CC=C(C=C2)N(C)C)=O)C=C1)C